FC(OC=1C=C(C=C(C1)F)C1=CC=2N(C[C@@H]3N(C2N=C1)CCN(C3)CCC(=O)O)S(=O)(=O)C3=CC(=CC=C3)C(F)(F)F)F (R)-3-(3-(3-(difluoromethoxy)-5-fluorophenyl)-5-(3-(trifluoromethyl)phenylsulfonyl)-6a,7,9,10-tetrahydro-5H-pyrazino[1,2-a]pyrido[3,2-e]pyrazin-8(6H)-yl)propionic acid